tetradecyl-trimethyl-salicylic acid C(CCCCCCCCCCCCC)OC=1C(C(=O)O)=CC(=C(C1C)C)C